CC(C#N)(C)C1=NC=C(C=C1)NCC#CC=1N(C2=CC=CC(=C2C1)NC1CCC(CC1)O)CC(F)(F)F 2-methyl-2-(5-{[3-(4-{[(1s,4s)-4-hydroxycyclohexyl]amino}-1-(2,2,2-trifluoroethyl)-1H-indol-2-yl)prop-2-yn-1-yl]amino}pyridin-2-yl)propanenitrile